3-(3-chloro-4-fluorophenyl)-1-(8,9-difluoro-6-methoxy-1,4-dihydro-2H-pyrano[3,4-c]isoquinolin-1-yl)-1-methylurea ClC=1C=C(C=CC1F)NC(N(C)C1COCC=2N=C(C=3C=C(C(=CC3C21)F)F)OC)=O